4-[4-(2-amino-1-hydroxyethyl)pyrazol-1-yl]-3-[6-(3-chlorophenyl)-2-methylpyrimidin-4-yl]oxybenzonitrile NCC(O)C=1C=NN(C1)C1=C(C=C(C#N)C=C1)OC1=NC(=NC(=C1)C1=CC(=CC=C1)Cl)C